O1[C@@H](CCC1)CO (2S)-tetrahydrofuran-2-ylcarbinol